(E)-3-(4,5-Dihydro-oxazol-2-yl)-acrylic acid ethyl ester C(C)OC(\C=C\C=1OCCN1)=O